4-phenoxy-2,6-diisopropylbenzene O(C1=CC=CC=C1)C1=CC(=CC(=C1)C(C)C)C(C)C